1-chloro-1,4,4,4-tetrafluorobutan-2-one ClC(C(CC(F)(F)F)=O)F